ClC=1C=C2C(=C3C4(NC(NC13)=O)CCCCC4)OC(=C2)C(=O)NCC2=CC4=C(COC4)C=C2 5'-chloro-N-(1,3-dihydro-2-benzofuran-5-ylmethyl)-7'-oxo-7',8'-dihydro-6'H-spiro[cyclohexane-1,9'-furo[2,3-f]quinazoline]-2'-carboxamide